(1R,4R)-5-(2-methyl-6-(methylcarbamoyl)pyridin-3-yl)-2,5-diazabicyclo[2.2.1]heptane-2-carboxylic acid tert-butyl ester C(C)(C)(C)OC(=O)N1[C@H]2CN([C@@H](C1)C2)C=2C(=NC(=CC2)C(NC)=O)C